(3R)-3-(4-Chlorophenyl)-2-[(5-chloropyridin-2-yl)methyl]-3-[(2S)-3-hydroxy-2-methyl(3,3-2H2)propoxy]-6-(2-hydroxypropan-2-yl)-2,3-dihydro-1H-isoindol-1-on ClC1=CC=C(C=C1)[C@@]1(N(C(C2=CC(=CC=C12)C(C)(C)O)=O)CC1=NC=C(C=C1)Cl)OC[C@H](C([2H])([2H])O)C